1-amyl-4-((trans-4-amyl-cyclohexyl)methoxy)cyclohexane C(CCCC)C1CCC(CC1)OC[C@@H]1CC[C@H](CC1)CCCCC